6-(cyanomethyl)-2,3-difluorobenzonitrile C(#N)CC1=CC=C(C(=C1C#N)F)F